COCC1=NN(C(=C1)C(=O)NC1=NNC(=C1)[C@H]1C[C@H](CC1)OC=1N=NC=CC1C1=CC=CC=C1)C |o1:16,18| rel-3-(methoxymethyl)-1-methyl-N-(5-((1R,3S)-3-((4-phenylpyridazin-3-yl)oxy)cyclopentyl)-1H-pyrazol-3-yl)-1H-pyrazole-5-carboxamide